[(3S,5aR,6S,7R,8aS)-6-(hydroxymethyl)-7-(tetrahydro-2H-pyran-2-yloxy)octahydro-2H-cyclopenta[b]oxepin-3-yl]methyl acetate C(C)(=O)OC[C@H]1CC[C@H]2[C@@H](OC1)C[C@H]([C@@H]2CO)OC2OCCCC2